5-(3-(4-fluoro-4-methylpent-1-ynyl) phenoxy)-1H-1,2,3-triazole-4-carboxylate FC(CC#CC=1C=C(OC2=C(N=NN2)C(=O)[O-])C=CC1)(C)C